(2R,3S,4R,5R)-5-cyano-2-((2-cyclohexylacetoxy)methyl)-5-(4-(2-ethylbutanamido)pyrrolo[2,1-f][1,2,4]triazin-7-yl)-4-hydroxytetrahydrofuran-3-yl L-valinate N[C@@H](C(C)C)C(=O)O[C@@H]1[C@H](O[C@]([C@@H]1O)(C1=CC=C2C(=NC=NN21)NC(C(CC)CC)=O)C#N)COC(CC2CCCCC2)=O